N[C@@H](CCCCN)C(=O)OC(CCCCCCC\C=C/CCCCCC)CCCCCCCC\C=C/CCCCCC (7Z,25Z)-dotriacont-7,25-dien-16-yl lysinate